ethyl (2R,3S)-3-(4-fluorobenzyl)pyrrolidine-2-carboxylate FC1=CC=C(C[C@@H]2[C@@H](NCC2)C(=O)OCC)C=C1